4-amino-1-benzyl-6-(3,5-dimethylisoxazol-4-yl)-1H-benzo[d]imidazol-2(3H)-one NC1=CC(=CC=2N(C(NC21)=O)CC2=CC=CC=C2)C=2C(=NOC2C)C